C(C)(C)(C)OC(=O)N1[C@@H](CCC1)C(=O)N1CCC(CC1)C(NC1=CC(=CC=C1)F)=O.Cl.FC=1C=C(C=CC1)NC(=O)C1CCN(CC1)C([C@H]1NCCC1)=O (S)-N-(3-fluorophenyl)-1-prolylpiperidin-4-carboxamide hydrochloride Tert-butyl-(S)-2-(4-((3-fluorophenyl)carbamoyl)piperidin-1-carbonyl)pyrrolidin-1-carboxylate